(2R,3S)-3-isopropyl-4-oxo-oxetane-2-carboxylic acid tert-butyl ester C(C)(C)(C)OC(=O)[C@@H]1OC([C@H]1C(C)C)=O